rac-1-((4-methyl-7,10-dioxadispiro[2.2.46.23]dodecan-4-yl)methyl)-1H-benzo[d]imidazole-6-carbonitrile C[C@@]1(C2(CC2)CCC2(C1)OCCO2)CN2C=NC1=C2C=C(C=C1)C#N |r|